OC[C@H]1OC[C@H](CCN(C1)C(=O)OC(C)(C)C)OC tert-butyl (2S,7S)-2-(hydroxymethyl)-7-methoxy-1,4-oxazocane-4-carboxylate